6,6,9-trimethyl-3-pentyl-2-(thiazol-5-yl)-6H-benzo[c]chromen-1-ol CC1(OC=2C=C(C(=C(C2C2=C1C=CC(=C2)C)O)C2=CN=CS2)CCCCC)C